FC1(CN(CCC1)C1=CN(C2=C1N=C(N=C2)SCCC(=O)OCC(CCCC)CC)CC)F 2-ethylhexyl 3-((7-(3,3-difluoropiperidin-1-yl)-5-ethyl-5H-pyrrolo[3,2-d]pyrimidin-2-yl)thio)propionate